C(C(C)(C)C)(=O)ON1N=NC=C1 1H-1,2,3-triazol-1-yl pivalate